methyl (S)-3-cyclopropyl-3-(2-((1-(2-((2,2-dimethyl-24-(tosyloxy)tetracosyl)(6-methylpyridin-2-yl)carbamoyl)-5-methoxyphenyl)piperidin-4-yl)methoxy)pyridin-4-yl)propanoate C1(CC1)[C@H](CC(=O)OC)C1=CC(=NC=C1)OCC1CCN(CC1)C1=C(C=CC(=C1)OC)C(N(C1=NC(=CC=C1)C)CC(CCCCCCCCCCCCCCCCCCCCCCOS(=O)(=O)C1=CC=C(C)C=C1)(C)C)=O